molybdenum beryllium-beryllium [Be].[Be].[Mo]